(R)-4-((6'-Chloro-5-(4-(dimethylamino)piperidin-1-yl)-[2,3'-bipyridin]-4'-yl)amino)butan-2-ol ClC1=CC(=C(C=N1)C1=NC=C(C=C1)N1CCC(CC1)N(C)C)NCC[C@@H](C)O